N-(6-(cyclopropylethynyl)thiazolo[4,5-b]pyrazin-2-yl)-4-(5-(difluoromethyl)-2-methoxyphenyl)-6-methylnicotinamide C1(CC1)C#CC=1N=C2C(=NC1)N=C(S2)NC(C2=CN=C(C=C2C2=C(C=CC(=C2)C(F)F)OC)C)=O